FC([C@@H]1CC[C@H](CC1)C(=O)C=1N=C(SC1)C(F)(F)F)(F)F (trans-4-(trifluoro-methyl)cyclohexyl)(2-(trifluoromethyl)thiazol-4-yl)methanone